(6-(3-hydroxypropyl)pyrazin-2-yl)piperidine-4-carboxylic acid ethyl ester C(C)OC(=O)C1CCN(CC1)C1=NC(=CN=C1)CCCO